(2-(methoxymethyl)phenyl)-4-(trifluoromethyl)pyridine Menthyl-(2-methoxy)-acetat C1(CC(C(CC1)C(C)C)OC(COC)=O)C.COCC1=C(C=CC=C1)C1=NC=CC(=C1)C(F)(F)F